7'-[4-[4-(difluoromethoxy)phenyl]-2,6-difluoro-phenyl]-3'-(1-methylpyrazol-3-yl)spiro[cyclopropane-1,5'-imidazo[1,2-a]imidazole]-6'-one FC(OC1=CC=C(C=C1)C1=CC(=C(C(=C1)F)N1C(C2(N3C1=NC=C3C3=NN(C=C3)C)CC2)=O)F)F